(4-((S)-2,2-difluoro-7-((5-methoxy-7-methyl-1H-indol-4-yl)methyl)-7-azaspiro[3.5]nonan-6-yl)phenyl)((S)-3-hydroxypyrrolidin-1-yl)methanone FC1(CC2(C1)C[C@H](N(CC2)CC2=C1C=CNC1=C(C=C2OC)C)C2=CC=C(C=C2)C(=O)N2C[C@H](CC2)O)F